4-((3-methoxy-4-phenoxyphenyl)amino)-7-fluoro-1H-indole-2-carboxylic acid ethyl ester C(C)OC(=O)C=1NC2=C(C=CC(=C2C1)NC1=CC(=C(C=C1)OC1=CC=CC=C1)OC)F